C(CCCCCCCC(=O)OCCOCCNC(CCSSC1=NC=CC=C1)=O)(=O)ON1C(CCC1=O)=O 1-(2,5-dioxopyrrolidin-1-yl) 9-(2-(2-(3-(pyridin-2-yldisulfanyl) propanamido)ethoxy)ethyl) nonanedioate